N-(2-nitrophenyl)benzamide C1=CC=C(C=C1)C(=O)NC2=CC=CC=C2[N+](=O)[O-]